N1-(2-(dimethylamino)ethyl)-N4-(4-(5-fluoro-1-methyl-1H-indol-3-yl)-7H-pyrrolo[2,3-d]pyrimidin-2-yl)-N1-methylbenzene-1,2,4-triamine CN(CCN(C=1C(=CC(=CC1)NC=1N=C(C2=C(N1)NC=C2)C2=CN(C1=CC=C(C=C21)F)C)N)C)C